3-(1-methyloctahydro-6H-pyrrolo[2,3-c]pyridin-6-yl)-2-nitroaniline CN1CCC2C1CN(CC2)C=2C(=C(N)C=CC2)[N+](=O)[O-]